Cl[Si](C(CC(F)(F)F)(F)F)(C)C chlorodimethyl-(1,1,3,3,3-pentafluoropropyl)silane